C(C)(C)(C)OC(NC1(CCN(CC1)C1=NC=C(C=C1)Br)CO)=O (1-(5-Bromopyridin-2-yl)-4-(hydroxymethyl)piperidin-4-yl)carbamic acid tert-butyl ester